2-[(6R)-6-(1-cyclopropylpyrazol-4-yl)-3,6-dihydro-2H-pyran-4-yl]-4-[2-fluoro-4-(trifluoromethyl)phenyl]-7-methyl-pteridine C1(CC1)N1N=CC(=C1)[C@H]1C=C(CCO1)C1=NC2=NC(=CN=C2C(=N1)C1=C(C=C(C=C1)C(F)(F)F)F)C